1-(4-((2-(4-(5-chloropyrimidin-2-yl)piperidin-1-yl)-5,5-dioxo-7,8-dihydro-6H-thiopyrano[3,2-d]pyrimidin-4-yl)amino)-2-fluorophenyl)cyclobutane-1-carboxylic acid methyl ester COC(=O)C1(CCC1)C1=C(C=C(C=C1)NC=1C2=C(N=C(N1)N1CCC(CC1)C1=NC=C(C=N1)Cl)CCCS2(=O)=O)F